ClC1=C(C=CC(=C1)C(=O)N1[C@H]([C@@H](N(CC1)C1=CC(=CC=C1)Cl)C)C)[S@](=O)CC(=O)C1=NC=CN=C1 |&1:24| (±)-2-((2-Chloro-4-(4-(3-chlorophenyl)-trans-2,3-dimethylpiperazine-1-carbonyl)phenyl)sulfinyl)-1-(pyrazin-2-yl)ethan-1-one